N1=NC(=NC=C1)N[C@@H]1C[C@H](CC1)NC(OC(C)(C)C)=O tertbutyl ((1S,3S)-3-((1,2,4-triazin-3-yl)amino)cyclopentyl)carbamate